monomethyl-malonamide CC(C(=O)N)C(=O)N